4-[[(1R)-2-[5-(2-fluoro-3-methoxyphenyl)-3-[[2-fluoro-6-(trifluoromethyl)phenyl]methyl]-3,6-dihydro-4-methyl-2,6-dioxo-1(2H)-pyrimidinyl]-1-phenylethyl]amino]butanoic acid-d6 FC1=C(C=CC=C1OC)C1=C(N(C(N(C1=O)C[C@@H](C1=CC=CC=C1)NC(C(C(C(=O)O)([2H])[2H])([2H])[2H])([2H])[2H])=O)CC1=C(C=CC=C1C(F)(F)F)F)C